C(C)(C)(C)OC(=O)N(C)CC1=CC=C(C=C1)C(=S)NN 2-(4-(((tert-butoxycarbonyl)(methyl)amino)methyl)phenylthiocarbonyl)hydrazine